(2R,4S)-tert-butyl 4-(4-amino-3-((2-methyl-1H-benzo[d]imidazol-5-yl)ethynyl)-1H-pyrazolo[4,3-c]pyridin-1-yl)-2-(methoxymethyl)pyrrolidine-1-carboxylate NC1=NC=CC2=C1C(=NN2[C@H]2C[C@@H](N(C2)C(=O)OC(C)(C)C)COC)C#CC2=CC1=C(NC(=N1)C)C=C2